BrC1=CC=C(C(=N1)NC(=O)[C@H]1NC[C@@H](C1)F)C1CC1 (2S,4R)-N-(6-bromo-3-cyclopropylpyridin-2-yl)-4-fluoropyrrolidine-2-carboxamide